C1(CCCCC1)[C@@H]1COC[C@@H](N1)C=1C=CC=2N(C1)C=C(N2)CNC(=O)C=2OC1=CC=CC=C1C(C2)=O N-({6-[(3S,5R)-5-cyclohexylmorpholin-3-yl]imidazo[1,2-a]pyridin-2-yl}methyl)-4-oxo-4H-chromene-2-carboxamide